CC1CC(OC=2CCCC(C12)=O)CCC 4-methyl-2-propyl-2,3,4,6,7,8-hexahydro-5H-chromen-5-one